NC=1C(=C(C=C2C=C(N=CC12)NC1=NN2CC(N(CCC2=C1)C(C)C)=O)C1=CC(NC=C1C)=O)F 2-((8-amino-7-fluoro-6-(5-methyl-2-oxo-1,2-dihydropyridin-4-yl)isoquinolin-3-yl)amino)-6-isopropyl-5,6-dihydro-4H-pyrazolo[1,5-d][1,4]diazepin-7(8H)-one